ClN1N=C2C(=N1)C=C(C=C2)Cl 2,6-dichlorobenzotriazole